3-[difluoro(methoxy)methyl]-6-[6-[1-(trifluoromethyl)propoxy]-3-pyridyl]-[1,2,4]triazolo[4,3-a]pyrazine FC(C1=NN=C2N1C=C(N=C2)C=2C=NC(=CC2)OC(CC)C(F)(F)F)(OC)F